5,5'-Di(9H-fluoren-2-yl)-2,2'-bithiophene C1=C(C=CC=2C3=CC=CC=C3CC12)C1=CC=C(S1)C=1SC(=CC1)C1=CC=2CC3=CC=CC=C3C2C=C1